(3S)-N-cyclobutyl-3-{[1-cyclopentyl-5-(dimethyl-1,2-oxazol-4-yl)-1H-pyrazol-3-yl]formamido}-5-(piperidin-1-yl)pentanamide C1(CCC1)NC(C[C@H](CCN1CCCCC1)NC(=O)C1=NN(C(=C1)C=1C(=NOC1C)C)C1CCCC1)=O